3-[5-[3,3-Difluoro-1-(4-piperidylmethyl)-4-piperidyl]-3-methyl-2-oxo-benzimidazol-1-yl]piperidine-2,6-dione FC1(CN(CCC1C1=CC2=C(N(C(N2C)=O)C2C(NC(CC2)=O)=O)C=C1)CC1CCNCC1)F